CC(C)CCC[C@@H](C)[C@H]1CC[C@H]2C3=CC[C@H]4CCCC[C@]4(C)[C@H]3CC[C@]12C 5α-cholest-7-en